(R)-2-((4-fluoro-3-methylphenyl)amino)-2-oxo-1-phenylethyl 3-amino-6-(1-(piperidin-4-yl)-1H-pyrazol-4-yl)pyrazine-2-carboxylate NC=1C(=NC(=CN1)C=1C=NN(C1)C1CCNCC1)C(=O)O[C@@H](C(=O)NC1=CC(=C(C=C1)F)C)C1=CC=CC=C1